(R)-2-hydroxy-3-phenylpropionic acid O[C@@H](C(=O)O)CC1=CC=CC=C1